CC=1C(=NC(=NC1)NC1=CC(=C(C(=C1)OC)OC)OC)N1C=C(C=C1)C(=O)NC(CO)C1=CC=CC=C1 1-(5-methyl-2-((3,4,5-trimethoxyphenyl)amino)pyrimidin-4-yl)-N-(2-hydroxy-1-phenylethyl)-1H-pyrrole-3-carboxamide